N(=[N+]=[N-])C=1C=C(CN2CC(CC(C2)C2=CC=C(C=C2)C(F)(F)F)CC(=O)OC)C=C(C1)CBr anti-methyl 2-(1-(3-azido-5-(bromomethyl) benzyl)-5-(4-(trifluoromethyl) phenyl) piperidin-3-yl)acetate